4-oxo-4,5-dihydrothieno[3,2-c]quinoline-2-carboxylic acid O=C1NC=2C=CC=CC2C2=C1C=C(S2)C(=O)O